BrC=1C(=C(SC1C)CO)OC 4-bromo-3-methoxy-5-methylthiophene-2-methanol